C1(=CC=CC=C1)[C@@H]1[C@H](C1)NC(=O)[C@@H]1CN(C[C@H]1C(N[C@@H]1[C@H](C1)C1=CC=CC=C1)=O)C(=O)C1=CC=C(CN2C[C@H](N(CC2=O)C)C(=O)O)C=C1 (S)-4-(4-((3S,4S)-3,4-bis(((1S,2R)-2-phenylcyclopropyl)carbamoyl)pyrrolidine-1-carbonyl)benzyl)-1-methyl-5-oxopiperazine-2-carboxylic acid